2-(4-chloro-biphenyl-4-yl)naphthalene ClC1(CC=C(C=C1)C1=CC=CC=C1)C1=CC2=CC=CC=C2C=C1